5-(3-isopropyl-5-(piperidin-4-yl)-1H-indol-2-yl)-7-methylpyrazolo[1,5-a]pyridine C(C)(C)C1=C(NC2=CC=C(C=C12)C1CCNCC1)C1=CC=2N(C(=C1)C)N=CC2